N[C@H]1C[C@@H]([C@@H](C1)CNC(OC(C)(C)C)=O)OC Tert-butyl [(1S,2S,4R)-4-amino-2-methoxycyclopentyl]methylcarbamate